CN(C)CC1=CC(=C(C=C1)N1C(=NC(=C1)C1=NC(=NC=C1C(F)(F)F)N[C@@H]1[C@@H](CN(CC1)S(=O)(=O)C)F)C)F 4-(1-(4-((dimethylamino)methyl)-2-fluorophenyl)-2-methyl-1H-imidazol-4-yl)-N-((3r,4s)-3-fluoro-1-(methylsulfonyl)piperidin-4-yl)-5-(trifluoromethyl)pyrimidin-2-amine